The molecule is a long-chain fatty aldehyde resulting from the formal oxidation of the hydroxy group of hexacosan-1-ol. It is a minor component of barley leaf wax. It has a role as a plant metabolite. It is a long-chain fatty aldehyde and a 2,3-saturated fatty aldehyde. It derives from a hydride of a hexacosane. CCCCCCCCCCCCCCCCCCCCCCCCCC=O